ClC=1C=C(C=C2C=CC(=NC12)C12CCC(CC1)(CC2)OCC=2C(=NOC2C2CC2)C2=C(C=NC=C2Cl)Cl)OC2CCC2 8-Chloro-6-cyclobutoxy-2-(4-((5-cyclopropyl-3-(3,5-dichloropyridin-4-yl)isoxazol-4-yl)methoxy)bicyclo[2.2.2]octan-1-yl)chinolin